(2R,3R,4S,5R)-2-(4-hydrazineylidene-1,4-dihydro-7H-pyrrolo[2,3-d]pyrimidin-7-yl)-5-((R)-1-hydroxybut-2-yn-1-yl)tetrahydrofuran-3,4-diol N(N)=C1C2=C(NC=N1)N(C=C2)[C@@H]2O[C@@H]([C@H]([C@H]2O)O)[C@@H](C#CC)O